C1(CC1)CN1CC2=CC=C(C=C2C1=O)C=1C=C(C=CC1OC1=CC=C(C=C1)C(F)(F)F)S(=O)(=O)NC 3-[2-(cyclopropylmethyl)-3-oxo-2,3-dihydro-1H-isoindol-5-yl]-N-methyl-4-[4-(trifluoromethyl)phenoxy]benzene-1-sulfonamide